bromo-3-(difluoromethyl)-5-fluoro-benzene BrC1=CC(=CC(=C1)F)C(F)F